OC1CC(CCC1)N1N=NC(=C1)C(=O)NCC=1SC(=NN1)C1=CC=CC=C1 1-(3-hydroxycyclohexyl)-N-((5-phenyl-1,3,4-thiadiazol-2-yl)methyl)-1H-1,2,3-triazole-4-carboxamide